N=1N(N=C2C1C=CC=C2)C=2C=C(C=C(C2O)C(C)(C)C)CCC(=O)O 3-(2H-benzotriazol-2-yl)-5-(1,1-dimethyl-ethyl)-4-hydroxy-benzenepropanoic acid